racemic-imidazoleethanol N1C(=NC=C1)CCO